BrC=1C=C2C(=CNC2=CC1)NC1=NC2=C(N1)C=CC(=C2)Cl N-(5-bromo-1H-indol-3-yl)-5-chloro-1H-benzo[d]imidazol-2-amine